Cl.O(C1=CC=CC=C1)CCCCCCCC1=CC=C(C=C1)NC(=O)N1CCNCC1 N-(4-(7-phenoxyheptyl)phenyl)piperazine-1-carboxamide hydrochloride